C(C1=CC=CC=C1)OC=1C=C(C=CC1)C(C(F)(F)F)=O 1-(3-(benzyloxy)phenyl)-2,2,2-trifluoroethan-1-one